N1(CCCC1)C1=C(C=CC=C1F)N1S(C2=C(C1)C(=CC=C2)F)(=O)=O N-(2-(pyrrolidin-1-yl)-3-fluorophenyl)-4-fluorobenzo[d]isothiazole-1,1-dioxide